2-(7-chloro-5-methoxy-1H-indole-2-carbonyl)-N-[(1S)-1-cyano-2-[(3S)-2-oxo-3-piperidyl]ethyl]-2-azaspiro[4.5]decane-3-carboxamide ClC=1C=C(C=C2C=C(NC12)C(=O)N1CC2(CC1C(=O)N[C@@H](C[C@H]1C(NCCC1)=O)C#N)CCCCC2)OC